mono-t-butyl ether C(C)(C)(C)OC(C)(C)C